NC1=NC2=CC=C(C=C2C=C1C)C(=O)N(CC1=CC=C(C=C1)C(F)(F)F)CC1=NC=CC=C1F 2-amino-N-((3-fluoro-2-pyridinyl)methyl)-3-methyl-N-(4-(trifluoromethyl)benzyl)-6-quinolinecarboxamide